NC(CC(=O)O)C(NCC(C(=O)OC(C)(C)C)C)=O 3-amino-3-{[3-(tert-butoxy)-2-methyl-3-oxopropyl]carbamoyl}propanoic acid